3-[2-(2,5-dimethylpyrrol-1-yl)-4-methyl-thiazol-5-yl]oxetan-3-ol CC=1N(C(=CC1)C)C=1SC(=C(N1)C)C1(COC1)O